4-methyl-1-octadecylpyridine CC1=CCN(C=C1)CCCCCCCCCCCCCCCCCC